C(#N)C1=C(C=C(C=C1)C1=CC=C(C=N1)NS(=O)(=O)C1=C(C=CC(=C1)OC)F)F N-(6-(4-cyano-3-fluorophenyl)pyridin-3-yl)-2-fluoro-5-methoxybenzenesulfonamide